ClC1=CC=C(C=C1)C1=CCC(CN(C1)S(=O)(=O)C1=CC=C(C)C=C1)(O)C 6-(4-chlorophenyl)-3-methyl-1-p-toluenesulfonyl-2,3,4,7-tetrahydro-1H-azepin-3-ol